[Na+].BrC=1C=C(N(N1)C1=NC=CC=C1Cl)C(=O)[O-] 5-bromo-2-(3-chloro-pyridin-2-yl)-2H-pyrazole-3-carboxylic acid sodium salt